5-[[6-[3-(difluoromethoxy)-4-fluoro-phenyl]pyrazolo[4,3-b]pyridin-1-yl]methyl]-1,3,4-thiadiazol-2-amine FC(OC=1C=C(C=CC1F)C=1C=C2C(=NC1)C=NN2CC2=NN=C(S2)N)F